C(C)(=O)NC1=NNC(=N1)C1=CC=CC=C1 3-acetamido-5-phenyl-1H-1,2,4-triazole